((5-([2,4'-bipyridyl]-4-yl)-2-methylphenyl)sulfonyl)morpholine N1=C(C=C(C=C1)C=1C=CC(=C(C1)S(=O)(=O)N1CCOCC1)C)C1=CC=NC=C1